ClC1=C(OC=2C=C(C(=O)C=3C(CCCC3O)=O)C=CC2[N+](=O)[O-])C=CC(=C1)Cl (3-(2,4-Dichlorophenoxy)-4-nitrobenzoyl)-3-hydroxycyclohex-2-enone